5-(3-pyridinyl)-2-azabicyclo[2.2.2]Oct-5-ene N1=CC(=CC=C1)C=1C2CNC(C1)CC2